C1=CC2=C3C(=CC=C4C5=CC=CC6=CC=CC(C1=C34)=C56)C(=O)OC2=O perylene-3,4-dicarboxylic anhydride